cycloheptadecen C1=CCCCCCCCCCCCCCCC1